ClC1=CN=C2C(=N1)N(N=C2)[C@@H](CO[Si](C(C)C)(C(C)C)C(C)C)C2=CC=CC=C2 (R)-6-chloro-1-(1-phenyl-2-((triisopropylsilyl)oxy)ethyl)-1H-pyrazolo[3,4-b]pyrazine